indolealdehyde N1C(=CC2=CC=CC=C12)C=O